ClC=1C(=C(CNC(CN[C@@H](C)CCO)=O)C=CC1)F (S)-N-(3-chloro-2-fluorobenzyl)-2-((4-hydroxybut-2-yl)amino)acetamide